O1COC2=C1C=CC=C2O 2H-1,3-benzodioxol-4-ol